NC=1C2=C(N=CN1)N(C=C2C2=C(C=C(C=C2)OC2=CC=CC=C2)F)[C@H]2CC[C@H](CC2)N2C[C@H]([C@@H](C2)N(C)C)O (3R,4R)-1-((cis)-4-(4-amino-5-(2-fluoro-4-phenoxyphenyl)-7H-pyrrolo[2,3-d]pyrimidin-7-yl)cyclohexyl)-4-(dimethylamino)pyrrolidin-3-ol